CN(C)CC1COCCC1(F)C=1C=C(C=CC1)O 3-[3-dimethylaminomethyl-4-fluorotetrahydropyran-4-yl]-phenol